2-chloro-3-(6,8-difluoro-1,2,3,4-tetrahydronaphthalen-1-yl)-6-methanesulfonyl-benzonitrile ClC1=C(C#N)C(=CC=C1C1CCCC2=CC(=CC(=C12)F)F)S(=O)(=O)C